[W](F)(F)(F)F tungsten(IV) fluoride